4-((4-(5-Chloro-2-(4-fluoro-2-(methoxy-d3)phenoxy)-4-(trifluoromethyl)benzamido)-6-oxopyridazin-1(6H)-yl)methoxy)-4-oxobutanoic acid ClC=1C(=CC(=C(C(=O)NC=2C=NN(C(C2)=O)COC(CCC(=O)O)=O)C1)OC1=C(C=C(C=C1)F)OC([2H])([2H])[2H])C(F)(F)F